pyridothiadiazole C1=CC2=C(N=C1)N=NS2